acetyl-beta-glucose C(C)(=O)[C@]1(O)[C@H](O)[C@@H](O)[C@H](O)[C@H](O1)CO